2,3-diphenyl-maleimide C1(=CC=CC=C1)C=1C(=O)NC(C1C1=CC=CC=C1)=O